CNC(=O)C=1OC(=NN1)C1=NN(C2=NC=CC=C21)C2=CC=C(C=C2)C(F)(F)F N-methyl-5-(1-(4-(trifluoromethyl)phenyl)-1H-pyrazolo[3,4-b]pyridin-3-yl)-1,3,4-oxadiazole-2-carboxamide